[Br-].C(C(=C)C)(=O)OCC[NH+](C)C methacryloxyethyl-dimethyl-ammonium bromide